CC(C(=O)[O-])C.[Ag+].N(=C=O)C=1C(=NC=CC1)C1=NC=CC=C1C1=NC=CC=C1 isocyanatoterpyridine Silver 2-Methylpropionate